C(C)(C)OC1(CC=C(C=C1)[SiH3])C(=C)C 4-isopropoxy(4-isopropenylphenyl)silane